decanoyl-L-serine C(CCCCCCCCC)(=O)N[C@@H](CO)C(=O)O